2,6-bis(1-(3,5-dimethylphenyl)vinyl)-4-methylaniline CC=1C=C(C=C(C1)C)C(=C)C1=C(N)C(=CC(=C1)C)C(=C)C1=CC(=CC(=C1)C)C